3-(8,11,14-pentadecatrienyl)phenol C(CCCCCCC=CCC=CCC=C)C=1C=C(C=CC1)O